2-((4-benzylpiperidin-1-yl)methyl)-5-(1H-indol-2-yl)-1,3,4-oxadiazole C(C1=CC=CC=C1)C1CCN(CC1)CC=1OC(=NN1)C=1NC2=CC=CC=C2C1